6-(4-(4-cyanophenyl)-5-hydroxy-1H-pyrazol-1-yl)-N-methoxy-N-methylnicotinamide C(#N)C1=CC=C(C=C1)C=1C=NN(C1O)C1=NC=C(C(=O)N(C)OC)C=C1